CN(C(=O)C1=CC2=C(N=C(N=C2)NC2=NC=C(C=C2)N2CCN(CC2)CCF)N1C1CCCC1)C 7-Cyclopentyl-2-{5-[4-(2-fluoro-ethyl)-piperazin-1-yl]-pyridin-2-ylamino}-7H-pyrrolo[2,3-d]pyrimidine-6-carboxylic acid dimethylamide